ClC=1C(=C(C=CC1)NC=1N(C2=NC(=NC=C2N1)N[C@H](CO)CC)C1CCC(CC1)C(=O)N)F (1R,4s)-4-(8-(3-chloro-2-fluorophenylamino)-2-((S)-1-hydroxybutan-2-ylamino)-9H-purin-9-yl)cyclohexanecarboxamide